[NH4+].[NH4+].[NH4+].[Ag+] silver (I) triammonium